O=C1N(C(C2=CC(=CC=C12)C(F)(F)F)=O)C1=NC(=CC(=C1)C1=CC=C(C(=O)NC)C=C1)C 4-[2-[1,3-dioxo-5-(trifluoromethyl)isoindolin-2-yl]-6-methyl-4-pyridyl]-N-methyl-benzamide